N-((1R)-1-benzyl-3-chloro-1-methyl-but-3-enyl)-8-fluoro-quinoline-3-carboxamide C(C1=CC=CC=C1)[C@@](CC(=C)Cl)(C)NC(=O)C=1C=NC2=C(C=CC=C2C1)F